2-(6-((S)-3-aminopyrrolidin-1-yl)-4-methylpyridin-2-yl)-4-(2-fluoro-6-methoxyphenyl)-2,3-dihydro-1H-pyrrolo[3,4-c]pyridin-1-one N[C@@H]1CN(CC1)C1=CC(=CC(=N1)N1CC=2C(=NC=CC2C1=O)C1=C(C=CC=C1OC)F)C